NC1=NN2C(N=C(C=C2)C=2C=NC=C(C2)OC)=C1C(=O)NC(C)C1=CC(=C2C=NNC2=C1OCC)Cl 2-Amino-N-(1-(4-chloro-7-ethoxy-1H-indazol-6-yl)ethyl)-5-(5-methoxypyridin-3-yl)pyrazolo[1,5-a]pyrimidine-3-carboxamide